[1-(3-methoxyphenyl)ethyl]-N,6-dimethyl-4-[(1-methylcyclopropyl)amino]furo[2,3-d]pyrimidine-5-carboxamide COC=1C=C(C=CC1)C(C)C=1N=C(C2=C(N1)OC(=C2C(=O)NC)C)NC2(CC2)C